lithium potassium 2,2-dibutylmalonate C(CCC)C(C(=O)[O-])(C(=O)[O-])CCCC.[K+].[Li+]